3-(2-((triisopropylsilyl)oxy)ethyl)benzaldehyde C(C)(C)[Si](OCCC=1C=C(C=O)C=CC1)(C(C)C)C(C)C